CC1CC(C1)(C1=NN=CN1C)C=1C=C(C=CC1)N1C(C2=C(C=C1)C=C(N2)CN2C[C@H](CCC2)C)=O 6-(3-((1s,3R)-3-methyl-1-(4-methyl-4H-1,2,4-triazol-3-yl)cyclobutyl)phenyl)-2-(((S)-3-methylpiperidin-1-yl)methyl)-1,6-dihydro-7H-pyrrolo[2,3-c]pyridin-7-one